5-Fluoro-3-(8-fluoro-2-methylimidazo[1,2-a]pyridin-6-yl)-7-(1,2,3,6-tetrahydropyridin-4-yl)cinnoline hydrochloride Cl.FC1=C2C=C(N=NC2=CC(=C1)C=1CCNCC1)C=1C=C(C=2N(C1)C=C(N2)C)F